6-methoxy-4-(methoxymethoxy)-2-(4-(Trifluoromethyl)phenethyl)-5-vinylisoindolin-1-one COC1=C(C(=C2CN(C(C2=C1)=O)CCC1=CC=C(C=C1)C(F)(F)F)OCOC)C=C